CC1=CN=C(O1)C1CN(C1)[C@@H]1[C@@H](CCCC1)OC=1C=C2CN(C(C2=CC1)=O)C12C(NC(C(C1)C2)=O)=O (5-(((cis)-2-(3-(5-meth-yloxazol-2-yl)azetidin-1-yl)-cyclohexyl)oxy)-1-oxoisoindolin-2-yl)-3-azabicyclo[3.1.1]heptane-2,4-dione